ClC1=C(C(=CC=C1Cl)O)C1OCC(N(C1)CCO)=O 6-(2,3-dichloro-6-hydroxyphenyl)-4-(2-hydroxyethyl)morpholin-3-one